C(C)(=O)OCC(=O)N[C@@H]1[C@H](C[C@](O[C@H]1[C@@H]([C@@H](CO)O)O)(C(=O)OC)SC1=CC=C(C=C1)C)O methyl (2R,4S,5R,6R)-5-(2-acetoxyacetamido)-4-hydroxy-2-(p-tolylthio)-6-((1R,2R)-1,2,3-trihydroxypropyl)tetrahydro-2H-pyran-2-carboxylate